CO[Si](CCCNCCC[Si](OC)(OC)OC)(OC)OC Bis-[3-(trimethoxysilyl)-propyl]-amin